5-nitro-salicylic acid [N+](=O)([O-])C1=CC=C(C(C(=O)O)=C1)O